C(C)(C)C1=CC=C(C=C1)C1NC=2C=CC3=C(C2C=2CC(CC(C12)=O)(C)C)C=CC=C3 5-(4-isopropylphenyl)-2,2-dimethyl-2,3,5,6-tetrahydrobenzo[a]phenanthridin-4(1H)-one